C1[C@H]([C@@H]([C@H]([C@@H](O1)OC[C@@H]2[C@H]([C@@H]([C@H](C(O2)O)O)O)O)O)O)O The molecule is a disaccharide consisting of beta-D-xylopyranose and D-glucopyranose joined in sequence by a (1->6) glycosidic bond. It is a glycoside and a glycosylglucose. It derives from a beta-D-xylose and a D-glucopyranose.